Diethyl ((2-chloro-5-methoxypyridin-4-yl)methyl)phosphonate ClC1=NC=C(C(=C1)CP(OCC)(OCC)=O)OC